5-(hydroxy-methyl)-2-methylpiperazine-1-carboxylate OCC1NCC(N(C1)C(=O)[O-])C